C1(CCCC1)N1C=C(N=C2C(NC(N=C12)(N)NCC)=O)NC1CCN(CC1)S(=O)(=O)C 8-cyclopentyl-2-(ethylamino)-6-((1-(methylsulfonyl)piperidin-4-yl)amino)pterin